Titanium octylglycinate C(CCCCCCC)NCC(=O)[O-].[Ti+4].C(CCCCCCC)NCC(=O)[O-].C(CCCCCCC)NCC(=O)[O-].C(CCCCCCC)NCC(=O)[O-]